methyl [(2S)-2-[[3-[2-(dimethylamino)ethylamino]phenyl]methoxy]-20,20,20-trifluoro-icosyl] hydrogen phosphate P(=O)(OC)(OC[C@H](CCCCCCCCCCCCCCCCCC(F)(F)F)OCC1=CC(=CC=C1)NCCN(C)C)O